The molecule is a 5-oxo-2-furylacetic acid having the C=C double bond at the 3,4-position. It is a conjugate acid of a 5-oxo-2,5-dihydro-2-furylacetate. C1=CC(=O)OC1CC(=O)O